F[C@@H]1C[C@H](N(C1)C(COC=1C=NC=CC1)=O)C(=O)N[C@H](C1=CC=C(C=C1)C(C)C)C1=CC=CC=C1 (2S,4R)-4-fluoro-N-[(S)-phenyl[4-(propan-2-yl)phenyl]methyl]-1-[2-(pyridin-3-yloxy)acetyl]pyrrolidine-2-carboxamide